(S)-N-(m-tolyl)pyrrolidine-2-carboxamide Docosyl-L-alaninate C(CCCCCCCCCCCCCCCCCCCCC)N[C@@H](C)C(=O)O.C1(=CC(=CC=C1)NC(=O)[C@H]1NCCC1)C